N,N-dimethyl-3,4-dioleoxybenzylamine CN(C)CC1=CC(=C(C=C1)OCCCCCCCC\C=C/CCCCCCCC)OCCCCCCCC\C=C/CCCCCCCC